N-(3-acetamido-4-methylphenyl)-3-iodo-1-methyl-1H-indazole-5-carboxamide C(C)(=O)NC=1C=C(C=CC1C)NC(=O)C=1C=C2C(=NN(C2=CC1)C)I